N-(3-(1,1-difluoroethyl)phenyl)-3-methyl-5-oxo-1-(pyridin-4-yl)-4,5-dihydro-1H-pyrazole-4-carboxamide FC(C)(F)C=1C=C(C=CC1)NC(=O)C1C(=NN(C1=O)C1=CC=NC=C1)C